FC1(CC(C1)C1=CC(=C(C(=O)N2CCC(CC2)C2=C(C#N)C=CC=C2)C=C1C1=NN=C(N1)CC)C)F (1-(4-(3,3-difluorocyclobutyl)-5-(5-ethyl-4H-1,2,4-triazol-3-yl)-2-methylbenzoyl)piperidin-4-yl)benzonitrile